N1CCC(CC1)CCCCC1CCNCC1 1,4-di-(4-piperidyl)butane